(S)-8-(difluoromethoxy)-8',8'-difluoro-6-(trifluoromethyl)-7',8'-dihydro-3H,6'H-spiro[imidazo[1,2-a]pyridine-2,5'-isoquinoline] FC(OC=1C=2N(C=C(C1)C(F)(F)F)C[C@]1(C=3C=CN=CC3C(CC1)(F)F)N2)F